C(C(C)C)(=O)N1CCC12CN(CC2)C=2C=1N(N=C(C2)C=2C(NC(NC2)=O)=O)C=CN1 5-(8-(1-isobutyryl-1,6-diazaspiro[3.4]octan-6-yl)imidazo[1,2-b]pyridazin-6-yl)pyrimidine-2,4(1H,3H)-dione